ClC=1C(=C(N)C=CC1Cl)C 3,4-dichloro-2-methylaniline